aminosulfite NS(=O)([O-])[O-]